N-(4-Chloro-2-methylpyridin-3-yl)-5-fluoro-4-(3-oxo-5,6-dihydro-3H-[1,2,4]triazolo[3,4-c][1,4]-oxazin-2(8H)-yl)-2-{[(2S)-1,1,1-trifluoropropan-2-yl]oxy}benzamid ClC1=C(C(=NC=C1)C)NC(C1=C(C=C(C(=C1)F)N1N=C2COCCN2C1=O)O[C@H](C(F)(F)F)C)=O